ClC1=C(C=CC=C1OC)NC1=C(C=NC2=CC(=C(C=C12)OC)OCCON1CCN(CC1)C)C#N 4-((2-Chloro-3-methoxyphenyl)amino)-6-methoxy-7-(2-((4-methylpiperazin-1-yl)oxy)ethoxy)quinoline-3-carbonitrile